BrCCCCCOC1=C(C=C(C=C2COC3=C(C2=O)C=C(C=C3)Cl)C=C1)OC 3-(4-((5-bromopentyl)oxy)-3-methoxybenzylidene)-6-chlorobenzopyran-4-one